NC1=C2C(=NC(=C1)Cl)N(C(N2)=O)C=2C=NN(C2)C(F)F 7-amino-5-chloro-3-(1-(difluoromethyl)-1H-pyrazol-4-yl)-1,3-dihydro-2H-imidazo[4,5-b]pyridin-2-one